OCCN1C(=O)N(C(=O)C1(C)C)CCO 1,3-di(2-hydroxyethyl)-5,5-dimethylhydantoin